COC(=O)[C@@H]1CN(CC1)C1CCC2=CC(=CC=C12)C1=CC(=C(C=C1)C1CC1)F (3S)-1-(5-(4-cyclopropyl-3-fluorophenyl)-2,3-dihydro-1H-inden-1-yl)pyrrolidine-3-carboxylic acid methyl ester